FC(C1(CC1)COCC1CN(CCC1)C1CCN(CC1)C=1SC(=CN1)C(=O)NCC1=NC=C(C=C1F)F)F 2-[3-({[1-(difluoromethyl)cyclopropyl]methoxy}methyl)[1,4'-bipiperidin]-1'-yl]-N-[(3,5-difluoropyridin-2-yl)methyl]-1,3-thiazole-5-carboxamide